C(C)C(CO)(CO)O 2-ethylpropane-1,2,3-triol